di(tert-butyl)(3,5-diisopropylphenyl)phosphine C(C)(C)(C)P(C1=CC(=CC(=C1)C(C)C)C(C)C)C(C)(C)C